1-[2-(5-chloro-2-pyridyl)pyrazol-3-yl]-3-[(1S)-1-(2-pyrimidin-2-yl-1,2,4-triazol-3-yl)ethyl]urea ClC=1C=CC(=NC1)N1N=CC=C1NC(=O)N[C@@H](C)C=1N(N=CN1)C1=NC=CC=N1